C1(=CC=CC=C1)C1(CCCCC1)N1CCC(CC1)O 1-(1-phenylcyclohexyl)-4-hydroxypiperidine